C(C1=CC=CC=C1)(=O)C1CC(CC1)CNC(OC(C)(C)C)=O tert-butyl N-[(3-benzoylcyclopentyl)methyl]carbamate